(S)-N-(4-(4-((2-amino-4-methylpentyl)oxy)-3-(trifluoromethoxy)phenyl)pyridin-2-yl)acetamide N[C@H](COC1=C(C=C(C=C1)C1=CC(=NC=C1)NC(C)=O)OC(F)(F)F)CC(C)C